5-(6-Fluoro-2,3-dihydrobenzofuran-7-yl)-3-(4-(4-methylpiperazin-1-yl)phenyl)-1H-pyrazolo[4,3-c]pyridazin-6(5H)-on FC1=C(C2=C(CCO2)C=C1)N1N=C2C(=CC1=O)NN=C2C2=CC=C(C=C2)N2CCN(CC2)C